(±)-cis-5-(4-(4-(((isopentyl-(methyl)carbamoyl)oxy)methyl)-3-methylisoxazol-5-yl)phenoxy)tetrahydro-2H-pyran-3-carboxylic acid C(CC(C)C)N(C(=O)OCC=1C(=NOC1C1=CC=C(O[C@@H]2C[C@@H](COC2)C(=O)O)C=C1)C)C |r|